TETRACHLORoSALICYLANILIDE ClC=1C(=C(C(=C(C1C(=O)NC1=CC=CC=C1)O)Cl)Cl)Cl